6,7-dihydroxy-2,9-dihydro-1H-pyrido[3,4-b]indol-1-one OC=1C=C2C3=C(NC2=CC1O)C(NC=C3)=O